ClCC(=O)N1CC(C1)C#N 2-chloro-1-(3-cyanoazetidin-1-yl)ethanone